N-(4-(4-(1-(4-(2,4-dioxotetrahydropyrimidin-1(2H)-yl)benzyl)piperidin-4-yl)piperazin-1-yl)-3-(trifluoromethyl)phenyl)-3-(imidazo[1,2-b]pyridazin-3-ylethynyl)-4-methylbenzamide O=C1N(CCC(N1)=O)C1=CC=C(CN2CCC(CC2)N2CCN(CC2)C2=C(C=C(C=C2)NC(C2=CC(=C(C=C2)C)C#CC2=CN=C3N2N=CC=C3)=O)C(F)(F)F)C=C1